Tert-butyl 6-(3-(4-acetyl-2,2-dimethylpiperazin-1-yl)-4-(5,6-dimethyl-1H-indazol-4-yl)-5-methyl-1H-pyrazol-1-yl)-2-azaspiro[3.3]heptane-2-carboxylate C(C)(=O)N1CC(N(CC1)C1=NN(C(=C1C1=C2C=NNC2=CC(=C1C)C)C)C1CC2(CN(C2)C(=O)OC(C)(C)C)C1)(C)C